BrC1=CC=C(C=N1)CC(=O)N(C)C 2-(6-bromopyridin-3-yl)-N,N-dimethylacetamide